6-methyl-5,6-dihydrobenzo[h][1,6]naphthyridin-5,5-d2-7-amine CN1C(C=2C=CC=NC2C=2C1=C(C=CC2)N)([2H])[2H]